N-[2-(6-cyano-2-pyridyl)-2-(1-methylpyrazol-4-yl)propyl]-2-(2,4-difluorophenyl)tetrazole-5-carboxamide C(#N)C1=CC=CC(=N1)C(CNC(=O)C=1N=NN(N1)C1=C(C=C(C=C1)F)F)(C)C=1C=NN(C1)C